tert-Butyl (5S,5aS,6S,9R)-1,2-dichloro-5-methyl-5a,6,7,8,9,10-hexahydro-5H-4-oxa-3,10a,11,13,14-pentaaza-6,9-methanonaphtho[1,8-ab]heptalene-14-carboxylate ClC1=C2N=CN=C3C2=C(O[C@H]([C@@H]2[C@@H]4CC[C@H](CN32)N4C(=O)OC(C)(C)C)C)N=C1Cl